(R)-3-(5-chloro-2-oxo-6-(1-(pyridin-2-yl)ethoxy)benzo[d]oxazol-3(2H)-yl)propanoic acid compound with methanesulfonic acid CS(=O)(=O)O.ClC=1C(=CC2=C(N(C(O2)=O)CCC(=O)O)C1)O[C@H](C)C1=NC=CC=C1